C(COCCOCCOCCOCCOCCCC)(=O)O 3,6,9,12,15-pentaoxanonadecan-1-oic acid